FC(C1=NN=C(O1)C1=CC(N(C=C1)CC#CC1=CC=CC=C1)=O)F 4-(5-(difluoromethyl)-1,3,4-oxadiazol-2-yl)-1-(3-phenylprop-2-yn-1-yl)pyridin-2(1H)-On